Cl.C(C)N(CCNC(=O)C1=C(NC(=C1C)\C=C\1/C(N(C2=CC=C(C=C12)F)C(=O)NN)=O)C)CC (Z)-N-(2-(diethylamino)ethyl)-5-((5-fluoro-1-(hydrazinocarbonyl)-2-oxoindol-3-ylidene)methyl)-2,4-dimethyl-1H-pyrrole-3-carboxamide hydrochloride salt